(2s)-Methyl 2-(4-(1-(5-(((S)-1-(4-(tert-butyl)phenyl)ethyl)carbamoyl)-2,3-dimethyl-1H-indol-1-yl)ethyl)phenoxy)propanoate C(C)(C)(C)C1=CC=C(C=C1)[C@H](C)NC(=O)C=1C=C2C(=C(N(C2=CC1)C(C)C1=CC=C(O[C@H](C(=O)OC)C)C=C1)C)C